3-fluoro-1-ethynylbenzene FC=1C=C(C=CC1)C#C